(1-(azetidin-3-yl)-4-(trifluoromethyl)-1H-imidazol-2-yl)benzonitrile hydrochloride Cl.N1CC(C1)N1C(=NC(=C1)C(F)(F)F)C1=C(C#N)C=CC=C1